(E)-N-(4-(1-(6-(4-(3-((2-(2,6-dioxopiperidin-3-yl)-1-oxoisoindoline-4-yl)thio)propyl)piperazin-1-yl)nicotinoyl)piperidin-4-yl)butyl)-3-(pyridin-3-yl)acrylamide O=C1NC(CCC1N1C(C2=CC=CC(=C2C1)SCCCN1CCN(CC1)C1=NC=C(C(=O)N2CCC(CC2)CCCCNC(\C=C\C=2C=NC=CC2)=O)C=C1)=O)=O